4-([1,1'-biphenyl]-4-yl)-5,5-difluoro-2-(phenyl)-1-(pyrrolidin-1-yl)pent-4-en-1-one C1(=CC=C(C=C1)C(CC(C(=O)N1CCCC1)C1=CC=CC=C1)=C(F)F)C1=CC=CC=C1